N-(5,6-dimethyl-2-(5-phenyl-1,4-diazepan-1-yl)pyrimidin-4-yl)-1H-indazol-5-amine CC=1C(=NC(=NC1C)N1CCNC(CC1)C1=CC=CC=C1)NC=1C=C2C=NNC2=CC1